N(=[N+]=[N-])OC=1C(C(=O)NCCCCNC(CI)=O)=CC=CC1 (r-Azidosalicylamido)-4-(iodoacetamido)butane